(R)-N-(1-(3-(difluoromethyl)-2-fluorophenyl)ethyl)-7-methoxy-2-methyl-6-(4-methylpiperazin-1-yl)quinolin-4-amine hydrochloride Cl.FC(C=1C(=C(C=CC1)[C@@H](C)NC1=CC(=NC2=CC(=C(C=C12)N1CCN(CC1)C)OC)C)F)F